N-(6-(3-(2-aminopropan-2-yl)-1H-1,2,4-triazol-1-yl)-5-fluoropyridin-3-yl)-2-(5-methyl-3-(trifluoromethyl)-1H-pyrazol-1-yl)acetamide NC(C)(C)C1=NN(C=N1)C1=C(C=C(C=N1)NC(CN1N=C(C=C1C)C(F)(F)F)=O)F